8-methoxy-5-(trifluoromethyl)-2H-chromene-3-carboxylic acid COC=1C=CC(=C2C=C(COC12)C(=O)O)C(F)(F)F